3,6-Dimethyl-5,5-dioxido-6,11-dihydrodibenzo[c,f][1,2]thiazepin CC1=CC2=C(CC3=C(N(S2(=O)=O)C)C=CC=C3)C=C1